COC=1C=C(C=C(C1)OC)NC=1N=C2N(C(=NC=C2C(=O)N)NCC2=CC(=CC=C2)NC(CC)=O)C1 ((3,5-dimethoxyphenyl)amino)-5-((3-propionamidobenzyl)amino)imidazo[1,2-c]pyrimidine-8-amide